6-(4-fluoro-3-(1,1-difluoroethyl)phenyl)-1H-pyrazolo[3,4-b]pyrazine FC1=C(C=C(C=C1)C1=CN=C2C(=N1)NN=C2)C(C)(F)F